1-(thiophen-2-yl)propan-1-one S1C(=CC=C1)C(CC)=O